C(C(C)C)N1CCC(CC1)N1CCC(CC1)C=1C=C(C2=C(NC(=N2)C2=CC=CC=3N=CSC32)C1)C 7-(6-(1'-Isobutyl-[1,4'-bipiperidin]-4-yl)-4-methyl-1H-benzo[d]imidazol-2-yl)benzo[d]thiazol